Ethyl 8-chloro-6-(N-(1-methylcyclopropyl)sulfamoyl)imidazo[1,2-a]pyridine-3-carboxylate ClC=1C=2N(C=C(C1)S(NC1(CC1)C)(=O)=O)C(=CN2)C(=O)OCC